ClC1=CC(=NC=N1)OC1CC2(C(N3[C@H](O2)CC[C@H]3C3=CC(=CC(=C3)F)F)=O)C1 (5'S,7a'R)-3-((6-chloropyrimidin-4-yl)oxy)-5'-(3,5-difluorophenyl)tetrahydro-3'H-spiro[cyclobutane-1,2'-pyrrolo[2,1-b]oxazol]-3'-one